(S)-N-((S)-2,6-dioxopiperidin-3-yl)-1,2,3,4,4a,5-hexahydropyrazino[1,2-d]pyrido[2,3-b][1,4]oxazine-8-carboxamide hydrochloride Cl.O=C1NC(CC[C@@H]1NC(=O)C=1C=CC2=C(OC[C@H]3N2CCNC3)N1)=O